Dehydromucic acid C1=C(OC(=C1)C(=O)O)C(=O)O